(S)-6-(3-cyano-4-(pyrrolidin-1-yl)phenyl)-1-(2-(2-methylpyrrolidin-1-yl)benzo[d]oxazole-6-yl)-4-oxo-1,4-dihydropyridine-3-carboxylic acid C(#N)C=1C=C(C=CC1N1CCCC1)C1=CC(C(=CN1C1=CC2=C(N=C(O2)N2[C@H](CCC2)C)C=C1)C(=O)O)=O